BrC=1C=C(C=NC1)C=1N=NN(N1)CC1=CC=C(C=C1)C=1OC(=NN1)C(F)F 2-[4-[[5-(5-bromopyridin-3-yl)tetrazol-2-yl]methyl]phenyl]-5-(difluoromethyl)-1,3,4-oxadiazole